ethyl 2-[2-(2,2-dimethylpropanamido) pyridin-3-yl]-2-oxoacetate CC(C(=O)NC1=NC=CC=C1C(C(=O)OCC)=O)(C)C